C(C(=O)O)(=O)O.C1N(CCC2=CC=CC=C12)CCCC(=O)N1C2=C(CCC3=C1C=CC=C3)C=CC(=C2)Cl 4-[3,4-Dihydroisoquinolin-2(1H)-yl]-1-[3-chloro-10,11-dihydro-5H-dibenzo[b,f]azepin-5-yl]butan-1-one oxalate